ClC1=C(C(=O)NC2(CC2)C#N)C=C(C=C1)NC1=NOC(C1)(C(F)(F)F)C1=CC(=CC(=C1)Cl)Cl 2-chloro-N-(1-cyanocyclopropyl)-5-[[5-(3,5-dichlorophenyl)-5-(trifluoro-methyl)-4H-isoxazol-3-yl]amino]benzamide